C(C)(C)(C)[S@](=O)N[C@H](C)C=1C=C(C=CC1)C(CC1CN(C1)C(=O)OC(C)(C)C)(F)F tert-butyl 3-(2-(3-((R)-1-(((S)-tert-butylsulfinyl)amino)ethyl)phenyl)-2,2-difluoroethyl)azetidine-1-carboxylate